N1C=CC2=CC=C(C=C12)S(=O)(=O)N1C[C@@H]([C@H](C1)C)N(C1=CC=C(C=C1)O)C |r| rac-4-(((3R,4S)-1-((1H-indol-6-yl)sulfonyl)-4-methylpyrrolidin-3-yl)(methyl)amino)phenol